2-[1-(2,2-difluoroethyl)-1H-pyrazolo[3,4-b]pyrazin-6-yl]-7-[2-(trifluoromethyl)pyridin-3-yl]-2,7-diazaspiro[4.5]decane FC(CN1N=CC=2C1=NC(=CN2)N2CC1(CC2)CN(CCC1)C=1C(=NC=CC1)C(F)(F)F)F